N-(1-(4-((exo-6-Amino-3-azabicyclo[3.1.0]hexan-3-yl)methyl)phenyl)-2-oxo-1,2-dihydropyrimidin-4-yl)-4-(aminomethyl)piperidine-1-carboxamide Hydrochloride Salt Cl.NC1C2CN(CC12)CC1=CC=C(C=C1)N1C(N=C(C=C1)NC(=O)N1CCC(CC1)CN)=O